CC1=CC=C(C2=C(C=CC(=C12)C)C)C 1,4,5,8-Tetramethyl-naphthalin